C(C)OCCN(CCC(C(=O)O)NC(=O)N1C(CCC1)CF)CCCCC1=NC=2NCCCC2C=C1 4-[2-ethoxyethyl-[4-(5,6,7,8-tetrahydro-1,8-naphthyridin-2-yl)butyl]amino]-2-[[2-(fluoromethyl)pyrrolidine-1-carbonyl]amino]butanoic acid